BrC=1C(=NN(C1C)C1CC2(CN(C2)C(=O)OCCCC)C1)C=1C=C2C=NN(C2=CC1)C butyl 6-(4-bromo-5-methyl-3-(1-methyl-1H-indazol-5-yl)-1H-pyrazol-1-yl)-2-azaspiro[3.3]heptane-2-carboxylate